1-[2-(trifluoromethyl)pyrimidin-5-yl]methylamine hydrochloride Cl.FC(C1=NC=C(C=N1)CN)(F)F